ClC1=C(N=C2C(=N1)C=NC=C2)N2CCN(CC2)C(=O)C2=C(C=C(C=C2)F)F (4-(3-chloropyrido[3,4-b]pyrazin-2-yl)piperazin-1-yl)(2,4-difluorophenyl)methanone